C1=CC(=CC=C1/C=C/C(=O)O)O P-HydroxycINNAMIC ACID